NCCCN(CCCN)CCCN N,N,N-tris(3-aminopropyl)amine